FC1=CC=2N(C=C1)C(=CN2)C2=C1CNC(C1=C(C=C2)NC2=NC(=C(C=C2)[C@@H]2COCC2)CN2CC(C2)O)=O (R)-4-(7-fluoro-imidazo[1,2-a]pyridin-3-yl)-7-((6-((3-hydroxy-azetidin-1-yl)methyl)-5-(tetrahydrofuran-3-yl)pyridin-2-yl)amino)isoindolin-1-one